3-phenylpropane-1-sulfonic acid C1(=CC=CC=C1)CCCS(=O)(=O)O